OC=1C=C(C=CC1)S(=O)(=O)CC#N 2-((3-hydroxyphenyl)sulfonyl)acetonitrile